N-(4-((S)-2-(4-Chloro-2,6-difluorophenyl)propyl)-6-(((R)-1-hydroxy-4-methylpentan-2-yl)amino)-1,3,5-triazin-2-yl)methanesulfonamide ClC1=CC(=C(C(=C1)F)[C@H](CC1=NC(=NC(=N1)N[C@@H](CO)CC(C)C)NS(=O)(=O)C)C)F